(S)-2-(4-methylphenyl-sulphonamido)-N-(4-morpholinophenyl)-3-phenylpropionamide CC1=CC=C(C=C1)S(=O)(=O)N[C@H](C(=O)NC1=CC=C(C=C1)N1CCOCC1)CC1=CC=CC=C1